(3R,4R,5S)-4-acetylamino-5-amino-3-(pentan-3-yloxy)-1-cyclohexene-1-carboxylic acid ethyl ester C(C)OC(=O)C1=C[C@H]([C@@H]([C@H](C1)N)NC(C)=O)OC(CC)CC